6-(octyldithio)hexan-1-ol C(CCCCCCC)SSCCCCCCO